O=C1NC(CCC1N1N=C(C2=CC(=CC=C12)N1CCC(CC1)CC(=O)NC1=CC2=CC(=C(C(=C2C=C1)F)N1S(NC(C1)=O)(=O)=O)O)C)=O 2-[1-[1-(2,6-dioxo-3-piperidyl)-3-methyl-indazol-5-yl]-4-piperidyl]-N-[5-fluoro-7-hydroxy-6-(1,1,4-trioxo-1,2,5-thiadiazolidin-2-yl)-2-naphthyl]acetamide